FC(OC1=CC=C(C=2C(N(C3C=4C(C(C21)C3)=C3N(N4)C=CC(=C3)C=3C=NC(=NC3)C3(CCC3)NC(OC(C)(C)C)=O)C)=O)F)F tert-butyl (1-(5-(1-(difluoromethoxy)-4-fluoro-6-methyl-5-oxo-5,6,7,14-tetrahydro-7,14-methanobenzo[c]pyrido[1',2':1,5]pyrazolo[4,3-f]azocin-12-yl)pyrimidin-2-yl)cyclobutyl)carbamate